thiobisbenzenethiol S(C1=C(C=CC=C1)S)C1=C(C=CC=C1)S